IC=1C=C2CN(CC2=CC1)C1=NC=CC(=N1)C1=NC=CC(=N1)\C=C\C1=CC=NC=C1 (E)-5-Iodo-2-(4-(2-(pyridin-4-yl)vinyl)[2,4'-bipyrimidin]-2'-yl)isoindoline